C1(=CC=CC=C1)C1=NC(=NC(=C1)C1=CC=CC=C1)N(N=CC=1C=C(C(=CC1)O)O)C (E)- and (Z)-4-((2-(4,6-diphenylpyrimidin-2-yl)-2-methylhydrazineylidene)methyl)benzene-1,2-diol